C(CC)OCCNC(C=C)=O N-(2-propoxyethyl)acrylamide